(3-methoxyisoquinolin-4-yl)boronic acid COC=1N=CC2=CC=CC=C2C1B(O)O